(R)-N-(1-(3-(difluoromethyl)-2-fluorophenyl)ethyl)-6-(1,2,3,6-tetrahydropyridin-4-yl)cinnolin-4-amine hydrochloride Cl.FC(C=1C(=C(C=CC1)[C@@H](C)NC1=CN=NC2=CC=C(C=C12)C=1CCNCC1)F)F